ClC=1C=C(CC2N(CCC(C2)C(=O)N)C(=O)C2=NNC(=C2)C2=CC(=NC=C2F)OC)C=CC1 (3-chlorobenzyl)-1-(5-(5-fluoro-2-methoxypyridin-4-yl)-1H-pyrazole-3-carbonyl)piperidine-4-carboxamide